BrCC=1C(=NC=CC1)Cl 3-(bromomethyl)-2-chloropyridine